N1C=NC2=C1C=CC=C2N2CCC1C(CC2)CN(C1)C 6-(1H-benzo[d]imidazol-4-yl)-2-methyldecahydropyrrolo[3,4-d]azepine